(2S)-N-(5-fluoropyridin-2-yl)-2-(3-(1-(4-methoxybenzyl)-1H-1,2,4-triazol-5-yl)-5-methylpiperidin-1-yl)propanamide FC=1C=CC(=NC1)NC([C@H](C)N1CC(CC(C1)C)C1=NC=NN1CC1=CC=C(C=C1)OC)=O